5-((5'S,7a'R)-5'-(3,5-difluorophenyl)-3'-oxo-tetrahydro-3'H-spiro-[piperidine-4,2'-pyrrolo-[2,1-b]oxazole]-1-carbonyl)-1H-pyrazole-4-carbonitrile FC=1C=C(C=C(C1)F)[C@@H]1CC[C@H]2OC3(C(N21)=O)CCN(CC3)C(=O)C3=C(C=NN3)C#N